methyl (4,6-diamino-2-(7-fluoro-1-(pyrimidin-5-ylmethyl)-1H-indazol-3-yl) pyrimidin-5-yl)carbamate NC1=NC(=NC(=C1NC(OC)=O)N)C1=NN(C2=C(C=CC=C12)F)CC=1C=NC=NC1